FC(C(=O)O)(F)F.C1(CCCC1)C(CCC(F)F)N1N=CC(=C1)C=1C2=C(N=CN1)NC=C2 4-[1-(1-cyclopentyl-4,4-difluoro-butyl)-1H-pyrazol-4-yl]-7H-pyrrolo[2,3-d]pyrimidine trifluoroacetate salt